tert-butyl 2-(5-bromo-2-fluorophenyl)-2-[3-ethyl-2-oxo-4-(trifluoromethyl)pyridin-1-yl]acetate BrC=1C=CC(=C(C1)C(C(=O)OC(C)(C)C)N1C(C(=C(C=C1)C(F)(F)F)CC)=O)F